N-(4-chloro-2-methylphenyl)-2,6-dimethylmorpholine ClC1=CC(=C(C=C1)N1CC(OC(C1)C)C)C